2,4,5-tri(4-nitrophenyl)-1H-imidazole [N+](=O)([O-])C1=CC=C(C=C1)C=1NC(=C(N1)C1=CC=C(C=C1)[N+](=O)[O-])C1=CC=C(C=C1)[N+](=O)[O-]